FC=1C=CC2=C([C@@H](CO2)N)C1 (S)-5-fluoro-2,3-dihydrobenzofuran-3-amine